CC1=C(C=CC(=C1)N)C=1C(=C(C=CC1C(C)C)C(C)C)C1=C(C=C(C=C1)N)C bis(2-methyl-4-aminophenyl)-1,4-diisopropylbenzene